BrC=1C=C(OCC(CCC)(O)C)C=CC1C (3-bromo-4-methylphenoxy)-2-methylpentan-2-ol